C(C)OC1=C(C=CC(=C1)[N+](=O)[O-])N1CCN(CC1)C1CCOCC1 1-(2-ethoxy-4-nitrophenyl)-4-(tetrahydro-2H-pyran-4-yl)piperazine